OC(COC1=CC(=C(C=C1)C1=NC(=NC(=N1)C1=C(C=C(C=C1)C)C)C1=C(C=C(C=C1)C)C)O)COCCCCCCCCCCCC 2-[4-[(2-hydroxy-3-dodecyloxypropyl)oxy]-2-hydroxyphenyl]-4,6-bis(2,4-xylyl)-1,3,5-triazine